BrC1=C2C=CNC2=CC(=C1)C 4-Bromo-6-methyl-1H-indole